N2-(5-chloro-1H-pyrrolo[3,2-b]pyridin-3-yl)-N1-methyl-5-(trifluoromethyl)-1H-benzo[d]imidazole-1,2-diamine hydrochloride Cl.ClC1=CC=C2C(=N1)C(=CN2)NC2=NC1=C(N2NC)C=CC(=C1)C(F)(F)F